4-[[4-(dioctylamino)-4-oxo-butyl]-(4-nitrophenyl)sulfonyl-amino]-N,N-dioctyl-butanamide C(CCCCCCC)N(C(CCCN(CCCC(=O)N(CCCCCCCC)CCCCCCCC)S(=O)(=O)C1=CC=C(C=C1)[N+](=O)[O-])=O)CCCCCCCC